Iodomethyl nonyl carbonate C(OCI)(OCCCCCCCCC)=O